(1R,4S,5R)-4-((6-chloropyridin-3-yl)methyl)-2-(3-(5-methylpyridazin-4-yl)-1H-pyrazol-5-yl)-2-azabicyclo[3.1.0]hexan-3-one ClC1=CC=C(C=N1)C[C@@H]1C(N([C@@H]2C[C@H]12)C1=CC(=NN1)C1=CN=NC=C1C)=O